butyl (1R)-1-(hydroxymethyl)-6-azaspiro[2.5]octane-6-carboxylate OC[C@@H]1CC12CCN(CC2)C(=O)OCCCC